N-[(4-methyl-1H-benzotriazole-1-yl)methyl]diethanolamine CC1=CC=CC=2N(N=NC21)CN(CCO)CCO